N-((R)-1-(2-methyl-3-(trifluoromethyl)phenyl)ethyl)-4-(((R)-4-methyl-4-azaspiro[2.5]octan-7-yl)amino)-6-oxo-1-(tetrahydro-2H-pyran-4-yl)-1,6-dihydropyridine-3-carboxamide CC1=C(C=CC=C1C(F)(F)F)[C@@H](C)NC(=O)C1=CN(C(C=C1N[C@@H]1CCN(C2(CC2)C1)C)=O)C1CCOCC1